5-[bis(thenyl)amino carbonyloxymethoxy]pyridinediphosphonate calcium salt [Ca+2].C1(=CC=CS1)CN(C(=O)OCOC=1C=C(C(=NC1)P([O-])(=O)[O-])P([O-])(=O)[O-])CC1=CC=CS1.[Ca+2]